[Ti].C1(=CC=CC=C1)C1=CC=CC=C1 biphenyl titanium